N-[2-(4-{[2-(2,2-dimethylpropanamido)acetamido]methyl}phenyl)ethyl]-5-ethoxy-1H-pyrazole-3-carboxamide CC(C(=O)NCC(=O)NCC1=CC=C(C=C1)CCNC(=O)C1=NNC(=C1)OCC)(C)C